C(#N)C1=C(SC2=C1C(=NC=C2F)C=2C1=C(C=3C=NC(=NC3C2F)N2C[C@@H]([C@H](C2)NC(C)C)F)COC1)NC(OC(C)(C)C)=O tert-Butyl (3-cyano-7-fluoro-4-(5-fluoro-3-((3S,4S)-3-fluoro-4-(isopropylamino)pyrrolidin-1-yl)-7,9-dihydrofuro[3,4-f]quinazolin-6-yl)thieno[3,2-c]pyridin-2-yl)carbamate